ClC1=CC=C(C(=N1)C(=O)NS(=O)(=O)C)N[C@H](C)C=1C=C(C=C2C(N(C(=NC12)N1[C@@H]2CN([C@H](C1)C2)C2=NC=C(C=N2)C)C)=O)C 6-chloro-3-(((R)-1-(3,6-dimethyl-2-((1S,4S)-5-(5-methylpyrimidin-2-yl)-2,5-diazabicyclo[2.2.1]heptan-2-yl)-4-oxo-3,4-dihydroquinazolin-8-yl)ethyl)amino)-N-(methylsulfonyl)picolinamide